3-acryloylpropyl-triethoxysilane C(C=C)(=O)CCC[Si](OCC)(OCC)OCC